OCCCOC(C=C)=O γ-Hydroxypropylacrylat